(R)-1-(5-(((R)-1-(3-(difluoromethyl)-2-fluorophenyl)ethyl)amino)-8-methylpyrido[2,3-d]pyridazin-3-yl)pyrrolidin-3-ol FC(C=1C(=C(C=CC1)[C@@H](C)NC1=C2C(=C(N=N1)C)N=CC(=C2)N2C[C@@H](CC2)O)F)F